2-(1-(4-(aminomethyl)pyridin-3-yl)-1H-pyrazol-3-yl)propan-2-ol (3S)-8-methyl-5-oxo-6-phenyl-3-pyrimidin-5-yl-2,3-dihydrothiazolo[3,2-a]pyrimidin-8-ium-7-olate CC1[C@@H](N2C(=[NH+]C(=C(C2=O)C2=CC=CC=C2)[O-])S1)C=1C=NC=NC1.NCC1=C(C=NC=C1)N1N=C(C=C1)C(C)(C)O